3'-chloro-N4'-(5-chloro-6-(2H-1,2,3-triazol-2-yl)pyridin-3-yl)-[1,1'-biphenyl]-3,4'-Diformamide ClC=1C=C(C=CC1C(=O)NC=1C=NC(=C(C1)Cl)N1N=CC=N1)C1=CC(=CC=C1)C(=O)N